ClC=1C(=NC=C(C1)Cl)[C@@H](CC)NCCCC[C@H](C(=O)NO)C[C@@H](OC)C1=CC=C(C=C1)F (S)-6-(((R)-1-(3,5-dichloropyridin-2-yl)propyl)amino)-2-((R)-2-(4-fluorophenyl)-2-methoxyethyl)-N-hydroxyhexanamide